N-({6-[(4-tert-butylpiperidin-1-yl)methyl]imidazo[1,2-a]pyridin-2-yl}methyl)-4-oxo-4H-pyrido[1,2-a]pyrimidine-2-carboxamide C(C)(C)(C)C1CCN(CC1)CC=1C=CC=2N(C1)C=C(N2)CNC(=O)C=2N=C1N(C(C2)=O)C=CC=C1